2-methyl-3-amino-6-dimethylamino-diaza-anthracene hydrochloride salt Cl.CC1=NC2=CC3=CC=C(C=C3C=C2N=C1N)N(C)C